2-(4-(2-Hydroxyethyl)piperazin-1-yl)-5-(4-methoxypiperidin-1-yl)-N-(6-(1-methyl-1H-pyrazol-4-yl)pyridin-2-yl)oxazolo[4,5-b]pyridine-6-carboxamide OCCN1CCN(CC1)C=1OC=2C(=NC(=C(C2)C(=O)NC2=NC(=CC=C2)C=2C=NN(C2)C)N2CCC(CC2)OC)N1